CC(C)(C(C#CCCCCCCCC)=O)C 2,2-DIMETHYLTRIDEC-4-yn-3-one